ethyl (2S)-2-[tert-butyl(dimethyl)silyl]oxypropanoate [Si](C)(C)(C(C)(C)C)O[C@H](C(=O)OCC)C